C1(CCCCC1)COC1=C(C(=CC=C1)O)C(/C=C/C1=CC=C(C=O)C=C1)=O 4-[(E)-3-[2-(Cyclohexylmethoxy)-6-hydroxyphenyl]-3-oxoprop-1-enyl]benzaldehyde